FCS(=O)(=O)NC1CN(CC1C)C(=O)O 3-(fluoromethylsulfonylamino)-4-methyl-pyrrolidine-1-carboxylic acid